N-((2S)-1-(2-(3-amino-3-oxopropyl)-2-(2-chloro-2-fluoroacetyl)hydrazinyl)-1-oxo-3-phenylpropane-2-yl)-4-fluoro-1H-indole-2-carboxamide NC(CCN(NC([C@H](CC1=CC=CC=C1)NC(=O)C=1NC2=CC=CC(=C2C1)F)=O)C(C(F)Cl)=O)=O